5-((5-(oxetan-2-yl)pyridin-2-yl)methoxy)-1,3,4-thiadiazol-2-amine O1C(CC1)C=1C=CC(=NC1)COC1=NN=C(S1)N